N-(3-chloro-4-fluorophenyl)-4-(cyclopropanesulfonylamino)-2-methyl-4,5,6,7-tetrahydro-2H-isoindole-1-carboxamide ClC=1C=C(C=CC1F)NC(=O)C=1N(C=C2C(CCCC12)NS(=O)(=O)C1CC1)C